C(C)(C)(C)OC(C1=C(N=C(C=C1N)Cl)Cl)=O 4-amino-2,6-dichloro-nicotinic acid tert-butyl ester